FC1=C(C=C(C=C1)C(F)(F)F)B(O)O 2-fluoro-5-(trifluoromethyl)benzeneboronic acid